NCC1=C(O[C@@H]2[C@H]([C@H]([C@@H](C2)N2C=CC3=C2N=CN=C3C)O)O)C=C(C(=C1)Cl)Cl (1S,2S,3S,5R)-3-(2-(aminomethyl)-4,5-dichlorophenoxy)-5-(4-methyl-7H-pyrrolo[2,3-d]pyrimidin-7-yl)cyclopentane-1,2-diol